N-(4-(cyclopentyloxy)-3-fluorophenyl)-5-fluoro-6-(1H-tetrazol-5-yl)benzofuran-3-carboxamide C1(CCCC1)OC1=C(C=C(C=C1)NC(=O)C1=COC2=C1C=C(C(=C2)C2=NN=NN2)F)F